C[C@@H]1C(N(C2=C(O1)C=C(C=C2)NC(=O)NC2(CCC2)C)[C@@H](C)C2=CC=CC=C2)=O 1-((R)-2-methyl-3-oxo-4-((S)-1-phenylethyl)-3,4-dihydro-2H-benzo[b][1,4]oxazin-7-yl)-3-(1-methylcyclobutyl)urea